NC1CC(CC1)CC(=O)NC1=NC=C(C(=C1)C1=C2N(N=C1)CC(C2)(C)C)Cl (3-Aminocyclopentyl)-N-(5-chloro-4-(5,5-dimethyl-5,6-dihydro-4H-pyrrolo[1,2-b]pyrazol-3-yl)pyridin-2-yl)acetamide